sulfopyridine chloride [Cl-].S(=O)(=O)(O)C1=NC=CC=C1